C(C)OCOC1=C(C(=O)C2=C(C=C(C(=O)O)C=C2)C)C=CC=C1 4-(2-(ethoxymethoxy)benzoyl)-3-methylbenzoic acid